androsta-1,4,6-triene-3,17-dione C[C@@]12C(CC[C@H]1[C@@H]1C=CC3=CC(C=C[C@]3(C)[C@H]1CC2)=O)=O